ClC=1C=C2C(=CC1)NC(C21CCN(CC1)CCOC=1C=NC=2N(C(CCC2C1)=O)C1CC(C1)(O)CC)=O 5-chloro-1'-[2-({7-oxo-8-[(cis)-3-ethyl-3-hydroxycyclobutyl]-5,6,7,8-tetrahydro-1,8-naphthyridin-3-yl}oxy)ethyl]-1,2-dihydrospiro[indole-3,4'-piperidin]-2-one